5-(3-amino-4,4-dihydroxybutylsulfanylmethyl)-tetrahydro-furan-2,3,4-triol NC(CCSCC1C(C(C(O1)O)O)O)C(O)O